6-(7-(((4S)-4-hydroxy-6-azaspiro[2.5]octan-6-yl)carbonyl)-2-quinoxalinyl)-2-methyl-1(2H)-isoquinolinone O[C@H]1C2(CC2)CCN(C1)C(=O)C1=CC=C2N=CC(=NC2=C1)C=1C=C2C=CN(C(C2=CC1)=O)C